OC1[C@H](N)[C@@H](O)[C@@H](O)[C@H](O1)CO anti-galactosamine